Diethylhexyl-Potassium Sulfosuccinate S(=O)(=O)(O)C(C(=O)O)CC(=O)O.C(C)C(CCCCC)([K])CC